4-methyl-3-(methylsulfonyl)-N-((2-(6-(3-(2,2,2-trifluoroethyl)piperazin-1-yl)pyridin-2-yl)-1,6-naphthyridin-7-yl)methyl)benzamide CC1=C(C=C(C(=O)NCC2=NC=C3C=CC(=NC3=C2)C2=NC(=CC=C2)N2CC(NCC2)CC(F)(F)F)C=C1)S(=O)(=O)C